L-beta-leucine N[C@@H](C(C)C)CC(=O)O